S1C(=CC=C1)SSC=1SC=CC1 1,2-bis(thiophen-2-yl)disulfane